NC1=C(C2=C(S1)C(=CC=C2C=2C1=C(C=3C=NC(=NC3C2F)OCC23CCCN3CC(C2)=CF)COC1)F)C#N 2-Amino-7-fluoro-4-(5-fluoro-3-((2-(fluoromethylidene)tetrahydro-1H-pyrrolizin-7a(5H)-yl)methoxy)-7,9-dihydrofuro[3,4-f]quinazolin-6-yl)benzo[b]thiophene-3-carbonitrile